ClC=1C2=C(C(=NN1)C=1C=C3CCNC(C3=CC1)=O)CCC2 6-(4-chloro-6,7-dihydro-5H-cyclopenta[d]pyridazin-1-yl)-3,4-dihydroisoquinolin-1(2H)-one